FC1=CC(=C(C(=O)C2=C(C(N(C2)C2=CC=C(C=C2)OCC(F)(F)F)=O)OCCNC(OC(C)(C)C)=O)C=C1)OCC(F)(F)F tert-butyl [2-({4-[4-fluoro-2-(2,2,2-trifluoroethoxy)benzoyl]-2-oxo-1-[4-(2,2,2-trifluoroethoxy)phenyl]-2,5-dihydro-1H-pyrrol-3-yl}oxy)ethyl]carbamate